ClCC(=O)N1CC(N(CC1)C1=NC(=CC=C1)C)=O 4-(2-chloroacetyl)-1-(6-methylpyridin-2-yl)piperazin-2-one